benzyl 5-bromo-6-iodo-indazole-1-carboxylate BrC=1C=C2C=NN(C2=CC1I)C(=O)OCC1=CC=CC=C1